(6,6-dioxo-6lambda6-thia-2,5-diazaspiro[3.4]octan-2-yl)-[6-[[3-(trifluoromethylsulfonyl)phenyl]methyl]-2-azaspiro[3.3]heptan-2-yl]methanone O=S1(NC2(CN(C2)C(=O)N2CC3(C2)CC(C3)CC3=CC(=CC=C3)S(=O)(=O)C(F)(F)F)CC1)=O